N-(5-((2-(hydroxymethyl)benzofuran-5-yl)ethynyl)-8-(methylamino)-2,7-naphthyridin-3-yl)cyclopropanecarboxamide OCC=1OC2=C(C1)C=C(C=C2)C#CC2=C1C=C(N=CC1=C(N=C2)NC)NC(=O)C2CC2